[3-(3,5-difluorophenyl)-6-{5-[(hydroxyimino)methyl]-1-methyl-1H-pyrazol-4-yl}quinolin-4-yl]piperidin-4-amine FC=1C=C(C=C(C1)F)C=1C=NC2=CC=C(C=C2C1N1CCC(CC1)N)C=1C=NN(C1C=NO)C